CNCCCN(CCC)C 1,5-dimethyl-1,5-diazaoctane